(S)-2-((Z)-((R)-4-propyldihydrofuran-2(3H)-ylidene)amino)butanamide C(CC)[C@@H]1C/C(/OC1)=N/[C@H](C(=O)N)CC